Cl.ClC1=C(C=CC=C1C1=C(C=C(C=C1)F)F)[C@@]1(CC(N(C(N1)=N)[C@H]1C[C@H](C(CC1)(F)F)O)=O)C |o1:23,25| (6S)-6-[2-Chloro-3-(2,4-difluoro-phenyl)phenyl]-3-[(1R*,3R*)-4,4-difluoro-3-hydroxycyclohexyl]-2-imino-6-methylhexahydro-pyrimidin-4-one hydrochloride